NC=1C=C(C=C(C1)Cl)CCOCCOCCOCCOCCOCCOCCN(C(OC(C)(C)C)=O)C(=O)OC(C)(C)C tert-butyl N-[2-[2-[2-[2-[2-[2-[2-(3-amino-5-chloro-phenyl)ethoxy]ethoxy]ethoxy]ethoxy]ethoxy]ethoxy]ethyl]-N-tert-butoxycarbonyl-carbamate